CC1=NC(=CC(=C1C)C1=NC=2C=CC3=C(C2C=C1)C1=C(S3)C(N[C@@H](CN1)C)=O)C=C (R)-3-(2,3-dimethyl-6-vinylpyridin-4-yl)-10-methyl-9,10,11,12-tetrahydro-8H-[1,4]diazepino[5',6':4,5]thieno[3,2-f]quinolin-8-one